OC1=C(C(=CC(=C1C(=O)N(CC=1C=NC=CC1)C)CCCCC)O)C1CCCC(=C1)C 2,6-dihydroxy-N,5'-dimethyl-4-pentyl-N-(pyridin-3-ylmethyl)-1',2',3',4'-tetrahydro-[1,1'-biphenyl]-3-carboxamide